FC(OC1=C(C=CC(=C1)F)C(C)N1C[C@@H](N(C[C@H]1C)C=1C=2C(N(C(C1)=O)C)=CN(N2)CC#N)C)F (7-((2S,5R)-4-(1-(2-(difluoromethoxy)-4-fluorophenyl)ethyl)-2,5-dimethylpiperazin-1-yl)-4-methyl-5-oxo-4,5-dihydro-2H-pyrazolo[4,3-B]pyridin-2-yl)acetonitrile